dioxy-dibutyric acid C(CCCOOCCCC(=O)O)(=O)O